7-(6-(1-(1-(4-fluorophenyl)ethyl)-1H-pyrazol-4-yl)pyridin-2-yl)-8-methoxy[1,2,4]triazolo[1,5-a]pyridin-2-amine FC1=CC=C(C=C1)C(C)N1N=CC(=C1)C1=CC=CC(=N1)C1=C(C=2N(C=C1)N=C(N2)N)OC